2,3,5,6-tetrachloro-4-(methyl-sulfonyl)pyridine ClC1=NC(=C(C(=C1Cl)S(=O)(=O)C)Cl)Cl